C(C)OC(=O)C1=C(C(C(NC1=O)C1=NC=C(C=C1)Cl)C)O.[Si](C1=CC=CC=C1)(C1=CC=CC=C1)(C(C)(C)C)O[C@H]1CC2=CCCN2C1 (2s,7ar)-2-((tert-butyldiphenylsilyl)oxy)tetrahydro-1H-pyrrolizin ethyl-2-(5-chloro-2-pyridyl)-4-hydroxy-3-methyl-6-oxo-2,3-dihydro-1H-pyridine-5-carboxylate